C(CCCCCC)NC N-heptylmethylamine